5-fluoro-N-(4-(1-(2-(2-(2-methoxyethoxy)ethoxy)-2-methylpropanoyl)piperidin-4-yl)phenyl)isoindoline-2-carboxamide FC=1C=C2CN(CC2=CC1)C(=O)NC1=CC=C(C=C1)C1CCN(CC1)C(C(C)(C)OCCOCCOC)=O